C(C)C1(COC1)COCC1(COC1)CC 3-ethyl-3-(3-ethyl-3-oxetanylmethyloxymethyl)oxetane